ClC1=CC=C(C(=N1)C=1N=NN(N1)C([2H])([2H])[2H])N(C(C)C=1C=C(C=C2C(N(C=3N(C12)C=NC3C=C)C)=O)C)CC3=CC=C(C=C3)OC 9-(1-((6-chloro-2-(2-(methyl-d3)-2H-tetrazol-5-yl)pyridin-3-yl)(4-methoxybenzyl)amino)ethyl)-4,7-dimethyl-3-vinylimidazo[1,5-a]quinazolin-5(4H)-one